CC(C(=O)N[C@H]1[C@@H](CNCC1)C1=C(C=CC=C1)C)(COC1=NC=CC=C1C(F)(F)F)C 2,2-dimethyl-N-(trans-3-(o-tolyl)piperidin-4-yl)-3-((3-(trifluoromethyl)pyridin-2-yl)oxy)propanamide